N-hexylbenzene-1,2-diamine C(CCCCC)NC=1C(=CC=CC1)N